BrC1=CC=CC(=N1)C(=O)C1CCN(CC1)C1CC1 (6-bromopyridin-2-yl)(1-cyclopropylpiperidin-4-yl)methanone